C1(CC1)NC(CSC1=NC(=C(N=C1)C1=CC=CC=C1)C1=CC=CC=C1)=O N-cyclopropyl-2-(5,6-diphenylpyrazin-2-yl)sulfanyl-acetamide